C(CCC)O α-n-butanol